BrC1=C(CO)C=C(C=C1)COC1OCCCC1 2-Bromo-5-((tetrahydro-2H-pyranyl-oxy)methyl)benzyl alcohol